methyl 4-({2-[(1R,2R,3S,5R)-2,3-dihydroxy-6,6-dimethylbicyclo[3.1.1]heptan-2-yl]ethyl}amino)benzoate O[C@@]1([C@H]2C([C@@H](C[C@@H]1O)C2)(C)C)CCNC2=CC=C(C(=O)OC)C=C2